CC1=CC=C(C=C1)S(=O)(=O)OCCC#CC#C[C@H]1O[C@@H]([C@@H]([C@@H]([C@H]1NC(C)=O)OCC1=CC=CC=C1)OCC1=CC=CC=C1)COCC1=CC=CC=C1 6-((2R,3S,4R,5R,6R)-3-acetamido-4,5-bis(benzyloxy)-6-((benzyloxy)methyl)tetrahydro-2H-pyran-2-yl)hexa-3,5-diyn-1-yl 4-methylbenzenesulfonate